FC1=CC=NC2=CC=CC(=C12)[N+](=O)[O-] 4-fluoro-5-nitroquinoline